6-[[3-(4-chlorophenyl)pyrazol-1-yl]methyl]-2-(3,4-dichlorophenyl)-1-ethyl-4-oxo-pyridine-3-carboxylic acid ClC1=CC=C(C=C1)C1=NN(C=C1)CC1=CC(C(=C(N1CC)C1=CC(=C(C=C1)Cl)Cl)C(=O)O)=O